O.COC=1C=C(CN2C(=NC=3C2=NC=C(C3)C=3C=NN(C3)C)N)C=CC1OCC1=CC=C(C=C1)OC 3-(3-Methoxy-4-((4-methoxybenzyl)oxy)benzyl)-6-(1-methyl-1H-pyrazol-4-yl)-3H-imidazo[4,5-b]pyridin-2-amine Monohydrate